3-(8-Cyclopropyl-9-oxo-6,7,8,9-tetrahydropyrido[2',3':4,5]pyrrolo[1,2-a]pyrazin-10-yl)-N,N-dimethylbenzenesulfonamide C1(CC1)N1C(C=2N(CC1)C1=C(C2C=2C=C(C=CC2)S(=O)(=O)N(C)C)N=CC=C1)=O